C(C=C)(=O)OC1(C(=O)O1)C(C)(C)C acryloyloxydimethyl-α-butyrolactone